C(C)(C)(C)OC(=O)N1C(CC(C1)(F)F)=O 4,4-difluoro-2-oxo-pyrrolidine-1-carboxylic acid tert-butyl ester